N1C=NC2=C1C=CC=C2 1H-benzoimidazole